ClC1=C2CCN([C@@H](C2=C(C=C1)OCC=1N=C2N(C=CC=N2)C1)CN1C(CCC1)=O)C(=O)C1CCCCC1 (1S,2R)-2-((S)-5-Chloro-8-(imidazo[1,2-a]pyrimidin-2-ylmethoxy)-1-((2-oxopyrrolidin-1-yl)methyl)-1,2,3,4-tetrahydroisochinolin-2-carbonyl)cyclohexan